FC=1C=CC=C2C(=CNC12)CC1N(CCC1)C 7-fluoro-3-((1-methylpyrrolidin-2-yl)methyl)-1H-indole